thiadiazol S1N=NC=C1